N1N=CC2=C1N=CS2 1H-pyrazolo[3,4-d]thiazole